CC(CCC(=O)O)C(=O)O The molecule is an alpha,omega-dicarboxylic acid that is glutaric acid substituted at position 2 by a methyl group. It has a role as a mammalian metabolite. It derives from a glutaric acid. It is a conjugate acid of a 2-methylglutarate(2-).